tri-(tetradecyl)methyl-amine chloride [Cl-].C(CCCCCCCCCCCCC)C(N)(CCCCCCCCCCCCCC)CCCCCCCCCCCCCC